1,4-dibromobutane tert-butyl-2-((1-(3,7-dimethyl-4-oxo-2-(((trifluoromethyl)sulfonyl)oxy)-4H-pyrido[1,2-a]pyrimidin-9-yl)ethyl)amino)benzoate C(C)(C)(C)OC(C1=C(C=CC=C1)NC(C)C1=CC(=CN2C1=NC(=C(C2=O)C)OS(=O)(=O)C(F)(F)F)C)=O.BrCCCCBr